t-butyl (2R,5'S)-5'-carbamoyl-5-cyano-7-fluoro-3-oxo-3,4-dihydrospiro[benzo[b][1,4]oxazine-2,3'-pyrrolidine]-1'-carboxylate C(N)(=O)[C@@H]1C[C@@]2(CN1C(=O)OC(C)(C)C)C(NC1=C(O2)C=C(C=C1C#N)F)=O